S1C(=NC2=C1C=CC=C2)NC2=C(C=C(N=N2)N(C=2SC(=C(N2)C(=O)O)CCCOC2=C(C=C(C=C2)C#CCNC)F)CCCCCCN(C)C)C 2-[[6-(1,3-benzothiazol-2-ylamino)-5-methyl-pyridazin-3-yl]-[6-(dimethylamino)hexyl]amino]-5-[3-[2-fluoro-4-[3-(methylamino)prop-1-ynyl]phenoxy]propyl]thiazole-4-carboxylic acid